C(C)(C)(C)OC(=O)N1CCN(CC1)C=1C=NC(=CC1)C(NCC(C)O)=O 4-(6-((2-hydroxypropyl)carbamoyl)pyridin-3-yl)piperazine-1-carboxylic acid tert-butyl ester